rac-(5aR,6S,7R,8R,8aS)-5a-(4-bromophenyl)-3-chloro-N-(2,2-diethoxyethyl)-8,8a-dihydroxy-6-phenyl-5a,7,8,8a-tetrahydro-6H-cyclopenta[4,5]furo[3,2-b]pyridine-7-carboxamide BrC1=CC=C(C=C1)[C@]12[C@](C3=NC=C(C=C3O1)Cl)([C@@H]([C@@H]([C@H]2C2=CC=CC=C2)C(=O)NCC(OCC)OCC)O)O |r|